p-N,N-dimethylaminophenyl-(diphenyl)phosphine CN(C)C1=CC=C(C=C1)P(C1=CC=CC=C1)C1=CC=CC=C1